N1(CCCCC1)C(=O)OC(C)C1=C(C(OC2=CC(=CC=C12)N(CC)CC)=O)C1=CC=CC=C1 1-(7-(diethylamino)-2-oxo-3-phenyl-2H-chromen-4-yl)ethyl piperidine-1-carboxylate